ClC1=CC=C(C(=N1)S(=O)(=O)N)O[C@H](C)C=1C=C(C=C2C(C(=C(OC12)C=1C=CC=2N(C1)C=C(N2)C)C)=O)C 6-Chloro-3-[(1R)-1-[3,6-dimethyl-2-(2-methylimidazo[1,2-a]pyridin-6-yl)-4-oxo-chromen-8-yl]ethoxy]pyridine-2-sulfonamide